ClC1=CC(=C(C=C1)C1OC2=C(C=CC=C2C(=C1)F)C1CCN(CC1)CC1=NC2=C(N1C[C@H]1OCC1)C=C(C=C2)C(=O)O)OC([2H])([2H])[2H] 2-((4-(2-(4-Chloro-2-(methoxy-d3)phenyl)-4-fluoro-2H-chromen-8-yl)piperidin-1-yl)methyl)-1-(((S)-oxetan-2-yl)methyl)-1H-benzo[d]imidazole-6-carboxylic acid